N-methyl-6-((methyl-(1H-pyrazol-4-yl)-amino)methyl)-N-(piperidin-4-yl)-quinazolin-2-amine CN(C1=NC2=CC=C(C=C2C=N1)CN(C=1C=NNC1)C)C1CCNCC1